ClC=1C(=NC=C(C1)C1CC1)OCC1=NOC(C1)CC1CCNCC1 (((3-chloro-5-cyclopropylpyridin-2-yl)oxy)methyl)-5-(piperidin-4-ylmethyl)oxazoleN